C(C)(C)S(=O)(=O)C1=C(C=CC=C1)C1(C2=C(N=C(N1)N)C=CS2)N 4-(2-(isopropylsulfonyl)phenyl)thieno[3,2-d]Pyrimidine-2,4-diamine